CC=1N=C(C2=CC=CC=C2C1)C(C)(C)NC(CC1N(CCC1)C(=O)[O-])=O 2-(2-((2-(3-methyl isoquinolin-1-yl)propan-2-yl)amino)-2-oxoethyl)pyrrolidine-1-carboxylate